Sodium oxide [O-2].[Na+].[Na+]